C1(CC1)C1=C(C(=C(N)C=C1)OC)C1=NN(N=C1)C 4-cyclopropyl-2-methoxy-3-(2-methyl-2H-1,2,3-triazol-4-yl)aniline